FC1=CC=C(C=C1)C1=C(COC2=CC=C(C=C12)OC)C=O 4-(4-fluorophenyl)-6-methoxy-2H-chromene-3-carbaldehyde